ClC=1C=C(C=C(C1)Cl)C=1C=CC=C2C(=C(C=NC12)C(=O)NN1C2=C(OCC1)C=CC=C2)N(C)C 8-(3,5-Dichlorophenyl)-N-(2,3-dihydro-4H-benzo[b][1,4]oxazin-4-yl)-4-(dimethylamino)quinoline-3-carboxamide